Cl.NC1=NC(=NC=2N1N=C(N2)C=2OC=CC2)N2C[C@@H](CCC2)CN2CCN(CC2)C2=C(C=C(C(=O)O)C=C2)[N+](=O)[O-] 4-[4-[[(3S)-1-[7-amino-2-(2-furyl)-[1,2,4]triazolo[1,5-a][1,3,5]triazin-5-yl]-3-piperidyl]methyl]piperazin-1-yl]-3-nitro-benzoic acid hydrochloride